2,4-diaminoaniline NC1=C(N)C=CC(=C1)N